2-isopropoxy-2-oxo-1,3,2-dioxaphospholane C(C)(C)OP1(OCCO1)=O